C1=CC(=CC(=C1)OC2=CC=CC(=N2)C(=O)NC3=CC=C(C=C3)F)C(F)(F)F The molecule is a pyridinecarboxamide resulting from the formal condensation of the carboxy group of 6-(m-trifluoromethylphenoxy)picolinic acid with the amino group of p-fluoroaniline. A carotenoid biosynthesis inhibitor, it is used as a herbicide for the control of broad-leaved weeds in cereal crops. It has a role as a herbicide, an agrochemical and a carotenoid biosynthesis inhibitor. It is a pyridinecarboxamide, a member of (trifluoromethyl)benzenes, an aromatic ether and a member of monofluorobenzenes.